FC1=CC=C2C=C(C=C(C2=C1C#C[Si](C(C)C)(C(C)C)C(C)C)C=O)OCOC 7-fluoro-3-(methoxymethoxy)-8-(2-triisopropylsilyl-ethynyl)naphthalene-1-carbaldehyde